FC(OC1=C(C(=CC=C1)F)C1=CC(=NC=C1C(=O)O)C)F 4-(2-(difluoromethoxy)-6-fluorophenyl)-6-methylnicotinic Acid